3-(4-chloro-3-methylphenyl)-N-(4-methyl-3-(pyridin-4-yl)-1H-pyrazol-5-yl)propenamide ClC1=C(C=C(C=C1)C=CC(=O)NC1=C(C(=NN1)C1=CC=NC=C1)C)C